CN1CC(CC1)CC1=CNC2=CC=CC=C12 3-(N-methylpyrrolidin-3-ylmethyl)indole